phosphinoplatinum P[Pt]